1-allyl-N-((1,2,3,5,6,7-hexahydro-s-indacen-4-yl)carbamoyl)piperidine-4-sulfonamide C(C=C)N1CCC(CC1)S(=O)(=O)NC(NC1=C2CCCC2=CC=2CCCC12)=O